4-(3-oxo-3-(perfluorophenoxy)propyl)pimelic acid bis(perfluorophenyl) ester FC1=C(C(=C(C(=C1F)F)F)F)OC(CCC(CCC(=O)OC1=C(C(=C(C(=C1F)F)F)F)F)CCC(OC1=C(C(=C(C(=C1F)F)F)F)F)=O)=O